p-chlorophenylporphyrin ClC1=CC=C(C=C1)C1=C2NC(=C1)C=C1C=CC(=N1)C=C1C=CC(N1)=CC=1C=CC(N1)=C2